ClC=1C=C(C(=NC1)OC)S(=O)(=O)NC1=C(C(=C(C=C1)F)C1=CC2=C(N=C(N=C2)SC)N(C1=O)CC1=CC=C(C=C1)OC)F 5-Chloro-N-(2,4-difluoro-3-(8-(4-methoxybenzyl)-2-(methylthio)-7-oxo-7,8-dihydropyrido[2,3-d]pyrimidin-6-yl)phenyl)-2-methoxypyridine-3-sulfonamide